3-(3-fluorophenyl)-N-hydroxybenzo[c]isoxazole-5-carboxamide FC=1C=C(C=CC1)C1=C2C(=NO1)C=CC(=C2)C(=O)NO